heptyl-boric acid C(CCCCCC)OB(O)O